(S)-10-((2-(Azetidin-1-yl)-5-chloropyrimidin-4-yl)amino)-2-cyclopropyl-3,3-difluoro-7-methyl-1,2,3,4-tetrahydro-[1,4]oxazepino[2,3-c]chinolin-6(7H)-on N1(CCC1)C1=NC=C(C(=N1)NC1=CC=2C3=C(C(N(C2C=C1)C)=O)OCC([C@@H](N3)C3CC3)(F)F)Cl